NC1=NC=2C=C(C(=CC2C2=C1N(N=C2)C)C(=O)N(C)[C@@H]2COCC1=C2C=CC(=C1F)C(F)(F)F)F 4-amino-7-fluoro-N-((4S)-8-fluoro-7-(trifluoromethyl)-3,4-dihydro-1H-2-benzopyran-4-yl)-N,3-dimethyl-3H-pyrazolo[3,4-c]-quinoline-8-carboxamide